O=S1(N(CCC1)C=1C=C2C=NNC2=CC1)=O 5-(1,1-DIOXIDOISOTHIAZOLIDIN-2-YL)-1H-INDAZOL